2-bromotricyclo[6.2.0.03,6]deca-1,3(6),7-triene BrC1=C2CCC2=CC=2CCC12